C(C)(C)(C)OC(=O)NC[C@@H](C(=O)O)C1=CC(=CC=C1)OC (2S)-3-(tert-butoxycarbonylamino)-2-(3-methoxyphenyl)propanoic acid